N-imidazo[1,2-a]pyridin-7-yl-2-oxo-2-[(2R,5S)-5-methyl-2-[2-[(1S)-2-(dimethylamino)-1-methyl-ethyl]-1,3-benzothiazol-5-yl]-1-piperidyl]acetamide N=1C=CN2C1C=C(C=C2)NC(C(N2[C@H](CC[C@@H](C2)C)C=2C=CC1=C(N=C(S1)[C@H](CN(C)C)C)C2)=O)=O